(E)-1-acetyl-2-((6-(morpholine-4-Carbonyl)-[4,4'-biquinolin]-2-yl)methylene)indolin-3-one C(C)(=O)N1/C(/C(C2=CC=CC=C12)=O)=C/C1=NC2=CC=C(C=C2C(=C1)C1=CC=NC2=CC=CC=C12)C(=O)N1CCOCC1